tertbutyl 4-bromopiperidine-1-carboxylate BrC1CCN(CC1)C(=O)OC(C)(C)C